methyl benzo[d][1,3]dioxole-4-carboxylate O1COC2=C1C=CC=C2C(=O)OC